FC(CCCCCCC)(F)F 1,1,1-trifluorooctan